(S)-(4-(7-methylpyrazolo[1,5-a]pyridin-2-yl)-6,7-dihydro-1H-imidazo[4,5-c]pyridin-5(4H)-yl)(5-(6-methylpyridin-2-yl)-1,3,4-oxadiazol-2-yl)methanone CC1=CC=CC=2N1N=C(C2)[C@H]2N(CCC1=C2N=CN1)C(=O)C=1OC(=NN1)C1=NC(=CC=C1)C